Cl.FC(C=1C=NC(=NC1)N1CC(C1)CC=O)(F)F 2-[1-(5-trifluoromethyl-pyrimidin-2-yl)-azetidin-3-yl]-ethanone hydrochloride